CC(C(O[SiH](C)C)(C)C)C dimethyldimethyldimethylethoxysilane